C1(CC1)C([C@@H](C(=O)OCC)NC(=O)C=1N(N=CC1)C)C1CC1 ethyl (2S)-3,3-dicyclopropyl-2-[(2-methylpyrazole-3-carbonyl)amino]propanoate